N-(2-(4-(((2S,6R)-2,6-dimethylmorpholino)methyl)piperidin-1-yl)-3-fluorophenyl)-4-(N,N-dimethylsulfamimidoyl)benzenesulfonamide C[C@@H]1O[C@@H](CN(C1)CC1CCN(CC1)C1=C(C=CC=C1F)NS(=O)(=O)C1=CC=C(C=C1)S(N(C)C)(=O)=N)C